(S)-1-(6-oxo-5-(trifluoromethyl)-1,6-dihydropyridin-3-yl)propane-2-yl 4-(5-(trifluoromethyl)pyrimidin-2-yl)piperazine-1-carboxylate FC(C=1C=NC(=NC1)N1CCN(CC1)C(=O)O[C@H](CC1=CNC(C(=C1)C(F)(F)F)=O)C)(F)F